O=C1C(=C(C=NN1)N1CC2(C1)CCC2)C(F)(F)F (S)-2-(6-oxo-5-(trifluoromethyl)-1,6-dihydropyridazin-4-yl)-2-azaspiro[3.3]heptan